rac-tert-Butyl 3-cyclobutyl[1,4'-bipiperidine]-1'-carboxylate tert-Butyl-4-oxopiperidine-1-carboxylate C(C)(C)(C)OC(=O)N1CCC(CC1)=O.C1(CCC1)[C@@H]1CN(CCC1)C1CCN(CC1)C(=O)OC(C)(C)C |r|